6-oxo-1-phenylpyridazine-3-carboxamide O=C1C=CC(=NN1C1=CC=CC=C1)C(=O)N